CN1N=CC(=C1C)O 1,5-dimethyl-pyrazol-4-ol